NC1CCN(CC1)CCC#CC1=CC2=C(NC(N2C)=O)C=C1 5-[4-(4-amino-1-piperidinyl)but-1-ynyl]-3-methyl-2-oxo-benzimidazole